ClC=1C=C(C=CC1C#N)C(C(=O)OCC)C(=O)OCC diethyl 2-(3-chloro-4-cyanophenyl)malonate